carbonate Calcium magnesium [Mg+2].[Ca+2].C([O-])([O-])=O.C([O-])([O-])=O